3-(Trifluoromethyl)phenylacetonitril FC(C=1C=C(C=CC1)CC#N)(F)F